FS(C(C(F)(F)F)(F)F)(F)(F)(F)F pentafluoro(1,1,2,2,2-pentafluoroethyl)-lambda6-sulfane